(S)-pyrrolidin-2-yl(1H-1,2,4-triazol-5-yl)methanol Hydrochloride Cl.N1C(CCC1)[C@H](O)C1=NC=NN1